C12(CC3CC(CC(C1)C3)C2)N2C(C3=CC=CC=C3C2)=N 2-(adamantyl)isoindoline-1-imine